N-(3,4-dichlorobenzyl)pyrido[2,3-d]pyrimidin-4-amine ClC=1C=C(CNC=2C3=C(N=CN2)N=CC=C3)C=CC1Cl